6-chloro-4-[3-(1,3-dimethylpyrazol-4-yl)-7,8-dihydro-5H-1,6-naphthyridin-6-yl]quinazoline ClC=1C=C2C(=NC=NC2=CC1)N1CC=2C=C(C=NC2CC1)C=1C(=NN(C1)C)C